BrC1=C(C2=C(OCCN2)N=C1)C 7-bromo-8-methyl-1H,2H,3H-pyrido[2,3-b][1,4]oxazine